L-phenylalanyl-octylamine hydrochloride Cl.N[C@@H](CC1=CC=CC=C1)C(=O)NCCCCCCCC